(1RS,2SR)-2-nonylcyclopropanecarboxylate C(CCCCCCCC)[C@@H]1[C@@H](C1)C(=O)[O-] |r|